tert-butyl 4-(3-chloropyrazin-2-yl)-3,6-dihydropyridine-1(2H)-carboxylate ClC=1C(=NC=CN1)C=1CCN(CC1)C(=O)OC(C)(C)C